3-iodo-7-methoxy-6-(tert-pentylsulfonyl)imidazo[1,2-a]pyridine IC1=CN=C2N1C=C(C(=C2)OC)S(=O)(=O)C(C)(C)CC